COC(=O)C1=NC(=NC=C1C#CC1=C(C=CC(=C1)[N+](=O)[O-])C)SC 5-((2-methyl-5-nitrophenyl)ethynyl)-2-(methylsulfanyl)pyrimidine-4-carboxylic acid methyl ester